3-cyclopropyl-5-((trimethylsilyl)ethynyl)pyridine C1(CC1)C=1C=NC=C(C1)C#C[Si](C)(C)C